N1C=C(C(=C1)C=O)C=O 1H-pyrrole-3,4-dicarboxaldehyde